tert-butyl 5-{bis[(4-methoxyphenyl)methyl]amino}-2-iodopyrrolo[2,3-c]pyridine-1-carboxylate COC1=CC=C(C=C1)CN(C=1C=C2C(=CN1)N(C(=C2)I)C(=O)OC(C)(C)C)CC2=CC=C(C=C2)OC